diisobutyl-bis(ethoxymethyl)silane 3-((5-(dimethylamino)pentanoyl)oxy)-2,2-bis(((9Z)-tetradec-9-enoyloxy)methyl)propyl-(9Z)-tetradec-9-enoate CN(CCCCC(=O)OCC(COC(CCCCCCC\C=C/CCCC)=O)(COC(CCCCCCC\C=C/CCCC)=O)COC(CCCCCCC\C=C/CCCC)=O)C.C(C(C)C)[Si](COCC)(COCC)CC(C)C